5-chloro-3-((2-chlorophenyl)amino)thiophene-2-carboxylic acid methyl ester COC(=O)C=1SC(=CC1NC1=C(C=CC=C1)Cl)Cl